Cl.NC[C@@H](CC)OC=1C(=CC2=C(C=CC=C2C1)Cl)C(=O)OC methyl (R)-3-((1-aminobutan-2-yl)oxy)-8-chloro-2-naphthoate hydrochloride